4-chloro-2-{5-[2-(2,6-difluorophenyl)propan-2-yl]-1,2,4-oxadiazol-3-yl}-6-[(1S)-1-[(2S,4S)-4-fluoro-1-methylpyrrolidin-2-yl]ethoxy]pyrimidine ClC1=NC(=NC(=C1)O[C@@H](C)[C@H]1N(C[C@H](C1)F)C)C1=NOC(=N1)C(C)(C)C1=C(C=CC=C1F)F